FC(COCCOCCOCCOCCOC)(C(C(C(C(C(C(C(CO)(F)F)(F)F)(F)F)(F)F)(F)F)(F)F)(F)F)F 16,16,17,17,18,18,19,19,20,20,21,21,22,22,23,23-Hexadecafluoro-2,5,8,11,14-pentaoxatetracosan-24-ol